S1C2=C(C=C1C=1C=C(C=CC1)[C@H](C(=O)N1CC3=C(CCC1)N=C(NC3=O)C3(CC3)C3=CC(=CC=C3)Cl)O)C=CC=C2 (R)-6-(2-(3-(benzo[b]thiophen-2-yl)phenyl)-2-hydroxyacetyl)-2-(1-(3-chlorophenyl)cyclopropyl)-3,5,6,7,8,9-hexahydro-4H-pyrimido[5,4-c]azepin-4-one